5-bromo-2-chloro-3-(2-fluoroethyl)-1-(p-tolylsulfonyl)pyrrolo[2,3-b]pyridine BrC=1C=C2C(=NC1)N(C(=C2CCF)Cl)S(=O)(=O)C2=CC=C(C=C2)C